tert-butyl methacrylate cyclohexyl-acrylate C1(CCCCC1)OC(C=C)=O.C(C(=C)C)(=O)OC(C)(C)C